C1(CC1)C1=C(C(=NC=C1)N)C(F)(F)F cyclopropyl-3-(trifluoromethyl)pyridin-2-amine